FC=1C=C(C=CC1OC)C1=C(C(=NN1C1=CC=C(C=C1)N=S(=O)=O)C(F)(F)F)C#N 5-(3-fluoro-4-methoxyphenyl)-1-(4-sulfonylaminophenyl)-3-trifluoromethyl-1H-pyrazole-4-carbonitrile